N-((tert-butoxycarbonyl)-L-phenylalanyl)-S-(naphthalen-1-ylethynyl)-L-cysteine methyl ester COC([C@@H](NC([C@@H](NC(=O)OC(C)(C)C)CC1=CC=CC=C1)=O)CSC#CC1=CC=CC2=CC=CC=C12)=O